C1(CC1)N1N=CC(=C1)C1=NC=CC(=C1)N 2-(1-cyclopropyl-1H-pyrazol-4-yl)pyridin-4-amine